4-(8-methoxy-4-oxo-2-(trifluoromethyl)-4H-pyrido[1,2-a]pyrimidin-3-yl)phenyl trifluoromethanesulfonate FC(S(=O)(=O)OC1=CC=C(C=C1)C1=C(N=C2N(C1=O)C=CC(=C2)OC)C(F)(F)F)(F)F